C(C1=CC=CC=C1)C1=CC(=NO1)C(=O)N[C@@H]1C(N(C2=C(OC1)C=CC(=C2)N2CCOCCC2)C)=O (S)-5-benzyl-N-(5-methyl-7-(1,4-oxazepan-4-yl)-4-oxo-2,3,4,5-tetrahydrobenzo[b][1,4]oxazepin-3-yl)isoxazole-3-carboxamide